5-fluoro-2-((4-methoxy-3-(piperazin-1-yl)phenyl)sulfonyl)-3-methyl-1H-indole FC=1C=C2C(=C(NC2=CC1)S(=O)(=O)C1=CC(=C(C=C1)OC)N1CCNCC1)C